N1C=C(C2=CC=CC=C12)CC[N+](COP1(OCCCO1)=O)(C)C 2-(1H-indol-3-yl)-N,N-dimethyl-N-(((2-oxido-1,3,2-dioxaphosphinan-2-yl)oxy)methyl)ethan-1-aminium